COC(C(C#C)(O)CCN(C([2H])([2H])[2H])C(=O)OC(C)(C)C)=O 2-(2-((tert-butoxycarbonyl)(methyl-d3)amino)ethyl)-2-hydroxybut-3-ynoic acid methyl ester